C(OC1CC(C1)N1N=CC=C1C1CC1)(OC1=CC=C(C=C1)[N+](=O)[O-])=O (1r,3r)-3-(5-cyclopropyl-1H-pyrazol-1-yl)cyclobutyl (4-nitrophenyl) carbonate